2-[5-ethylsulfanyl-6-[1-methyl-6-oxo-5-(2,2,3,3,3-pentafluoropropoxy)pyrimidin-2-yl]-3-pyridyl]-2-methyl-propanenitrile C(C)SC=1C=C(C=NC1C=1N(C(C(=CN1)OCC(C(F)(F)F)(F)F)=O)C)C(C#N)(C)C